NC=1C=C(C=C(C1)C)[C@@H](C)NC1=NC(=NC2=CC(=C(C=C12)NC)C(=O)N1CCOCC1)C (R)-(4-((1-(3-amino-5-methylphenyl)ethyl)amino)-2-methyl-6-(methylamino)quinazolin-7-yl)(morpholino)methanone